methyl-5,5-dimethyl-cyclohexyl isocyanate CC1(CCCC(C1)(C)C)N=C=O